BrC=1C=NN(C1C(=O)N(C(C)C)C(C)C)C(C)C 4-bromo-N,N,1-triisopropyl-1H-pyrazole-5-carboxamide